NC(C(=O)NC1=NC=C(C(=C1)C(F)F)C=1C(=NN(C1C)COCC[Si](C)(C)C)C)=C(C1CCCCC1)C1CCCCC1 (2S)-2-amino-3,3-dicyclohexyl-N-[4-(difluoromethyl)-5-[3,5-dimethyl-1-(2-trimethylsilylethoxymethyl)pyrazol-4-yl]-2-pyridinyl]acrylamide